C(C)(C)(C)OC(=O)NC=1C=2N(C3=CC(=C(C=C3N1)Cl)C(=O)O)C=NC2C 4-((tert-butoxycarbonyl)amino)-7-chloro-3-methylimidazo[1,5-a]quinoxaline-8-carboxylic acid